tert-butyl N-[(3S)-1-(3-bromo-5-formylpyridin-4-yl)-3-methylpyrrolidin-3-yl]carbamate BrC=1C=NC=C(C1N1C[C@@](CC1)(C)NC(OC(C)(C)C)=O)C=O